BrC1=CC=C(C=C1)CC/N=C/1\CCCC=2C3=CC(=C(C=C3NC12)F)F (E)-N-(4-bromophenyl-ethyl)-6,7-difluoro-2,3,4,9-tetrahydro-1H-carbazole-1-imine